C(CCCCCCCCCCC)N.C(CCCCC)(=O)N([C@@H](CCCCN)C(=O)O)C(CCCCC)=O dicaproyl-lysine laurylamine salt